3-fluoro-4-chloro-3'-fluoro-4'-chlorobiphenyl FC=1C=C(C=CC1Cl)C1=CC(=C(C=C1)Cl)F